2-(4-tert-Butoxycarbonyl-3-trifluoromethyl-1H-pyrazol-1-yl)benzimidazole C(C)(C)(C)OC(=O)C=1C(=NN(C1)C=1NC2=C(N1)C=CC=C2)C(F)(F)F